C(C1=CC=CC=C1)OCCCCCC(=O)O[C@H]1[C@H](N(C[C@@H]1OC(=O)OC(C)(C)C)C(=O)OC(C)(C)C)CC1=CC=C(C=C1)OC tert-butyl (2R,3S,4S)-3-{[6-(benzyloxy)hexanoyl]oxy}-4-[(tert-butoxycarbonyl)oxy]-2-[(4-methoxyphenyl)methyl]pyrrolidine-1-carboxylate